N[C@@H]1CC[C@H](OC1)CNS(=O)(=O)CCO N-(((2S,5R)-5-aminotetrahydro-2H-pyran-2-yl)methyl)-2-hydroxyethane-1-sulfonamide